OC[C@@H]1C[C@H](CN1C1=C(C=CC2=C1N=C(S2)C)[N+](=O)[O-])NC(OC(C)(C)C)=O tert-Butyl (3R,5S)-5-(hydroxymethyl)-1-(2-methyl-5-nitrobenzo[d]thiazol-4-yl)pyrrolidin-3-ylcarbamate